NC1=C(C=C(C=N1)NC(C(=O)N1C(CC[C@@H](C1)C)C=1C=C2C3(C(NC2=C(C1)F)=O)CCC3)=O)CC N-(6-amino-5-ethylpyridin-3-yl)-2-((5S)-2-(7'-fluoro-2'-oxospiro[cyclobutane-1,3'-indol]-5'-yl)-5-methylpiperidin-1-yl)-2-oxoacetamide